trimethyl-3H-indole CC1(C(=NC2=CC=CC=C12)C)C